bis[2-hydroxyethyl]-octadecylamine OCCN(CCCCCCCCCCCCCCCCCC)CCO